BrC=1C(=NC=CC1)C(C)OC 3-bromo-2-(1-methoxyethyl)pyridine